3-(2-amino-[1,2,4]triazolo[1,5-a]pyridin-7-yl)-2-fluoro-N-((2R,3R)-2-fluoro-3-(4-fluorophenyl)-3-hydroxy-2-methylpropyl)-6-methylbenzamide NC1=NN2C(C=C(C=C2)C=2C(=C(C(=O)NC[C@@]([C@H](O)C3=CC=C(C=C3)F)(C)F)C(=CC2)C)F)=N1